NC1=CC=C(C=C1)C(C=CC1=CC=C(C=C1)O)=O 1-(4-Aminophenyl)-3-(4-hydroxyphenyl)prop-2-en-1-one